tert-butyl 6-[[3-(trifluoromethyl)-1H-pyrrolo[2,3-b]pyridin-6-yl]methyl]-2-azaspiro[3.3]heptane-2-carboxylate FC(C1=CNC2=NC(=CC=C21)CC2CC1(CN(C1)C(=O)OC(C)(C)C)C2)(F)F